4-Hydroxy-2,6-dimethoxybenzaldehyde OC1=CC(=C(C=O)C(=C1)OC)OC